N[C@@H]1CN(CCC1)C1=NC=C(C2=CC(=C(C=C12)OC)C(=O)N)C#CC (S)-1-(3-aminopiperidin-1-yl)-7-methoxy-4-(prop-1-yn-1-yl)isoquinoline-6-carboxamide